tert-butyl 4-[1-(2,6-dioxo-3-piperidyl)-2-oxo-benzo[ct]indol-5-yl]-3,6-dihydro-2H-pyridine-1-carboxylate O=C1NC(CCC1N1C(C2=C3C(C=CC=C13)=C(C=C2)C=2CCN(CC2)C(=O)OC(C)(C)C)=O)=O